methyl 5-(2-bromo-6-chloropyridin-4-yl)pyrazine-2-carboxylate BrC1=NC(=CC(=C1)C=1N=CC(=NC1)C(=O)OC)Cl